N-[5-[3-(2-Methoxy-4-methylsulfonyl-anilino)prop-1-ynyl]-3-(2,2,2-trifluoroethyl)benzothiophen-7-yl]-1-methyl-piperidin-4-amine COC1=C(NCC#CC=2C=C(C3=C(C(=CS3)CC(F)(F)F)C2)NC2CCN(CC2)C)C=CC(=C1)S(=O)(=O)C